1-Ethyl orthosilicate [Si](OCC)([O-])([O-])[O-]